Cl.N1N=CC=2C1=NN1C2C=CC=C1 1H-pyrazolo[3',4':3,4]pyrazolo[1,5-a]pyridine hydrochloride